N-(6-(4,6-dimorpholino-1,3,5-triazin-2-yl)benzo[d]thiazol-2-yl)acetamide O1CCN(CC1)C1=NC(=NC(=N1)N1CCOCC1)C1=CC2=C(N=C(S2)NC(C)=O)C=C1